[6-(5-cyclopropyl-4H-1,2,4-triazol-3-yl)-2-azaspiro[3.3]heptan-2-yl]-[3-[(4,4-difluoro-1-piperidyl)methyl]azetidin-1-yl]methanone C1(CC1)C=1NC(=NN1)C1CC2(CN(C2)C(=O)N2CC(C2)CN2CCC(CC2)(F)F)C1